ClC1=C(C=C(C=C1)[C@H]1CC[C@H](CC1)CC(=O)NC1=CC=C(C=C1)F)F cis-2-(4-(4-Chloro-3-fluorophenyl)cyclohexyl)N-(4-fluorophenyl)acetamide